5,10,15,20-tetrakis(2,3,6-trichlorophenyl)-porphyrin ClC1=C(C(=CC=C1Cl)Cl)C=1C2=CC=C(N2)C(=C2C=CC(C(=C3C=CC(=C(C=4C=CC1N4)C4=C(C(=CC=C4Cl)Cl)Cl)N3)C3=C(C(=CC=C3Cl)Cl)Cl)=N2)C2=C(C(=CC=C2Cl)Cl)Cl